ClC1=CC=CC2=C1NC(=N2)C(=O)N2[C@H](C1=CC=CC=C1C[C@H]2C)C (7-chloro-1H-benzo[d]imidazol-2-yl)((1S,3R)-1,3-dimethyl-3,4-dihydroisoquinolin-2(1H)-yl)methanone